COCCOC1=CC(=NN1C)[N+](=O)[O-] 5-(2-methoxyethoxy)-1-methyl-3-nitro-1H-pyrazole